C(CCCCCCC)C(CCCCCCCC)OC(CCCCCCCO[C@H](COCCOCCOCCOCCOC(=O)C1CCN(CC1)C)COCCCCCCCC(OC(CCCCCCCC)CCCCCCCC)=O)=O 2-[2-[2-[2-[(2S)-2,3-bis[8-(1-octylnonoxy)-8-oxo-octoxy] propoxy] ethoxy]ethoxy] ethoxy]ethyl-1-methylpiperidine-4-carboxylate